1-heptyl-1,3-dihydro-3-methyl-2H-imidazol-2-one C(CCCCCC)N1C(N(C=C1)C)=O